tert-butyl N-[(1S,2R)-1-cyano-2-(6-fluoro-2,3-dimethylphenyl)propyl]carbamate C(#N)[C@H]([C@H](C)C1=C(C(=CC=C1F)C)C)NC(OC(C)(C)C)=O